N-(3,5-Dichloropyridin-4-yl)-4-(difluoromethoxy)-3-((7-(4-(2-(2,6-dioxopiperidin-3-yl)-6-fluoro-1-oxoisoindolin-4-yl)piperidin-1-yl)heptyl)oxy)benzamide ClC=1C=NC=C(C1NC(C1=CC(=C(C=C1)OC(F)F)OCCCCCCCN1CCC(CC1)C1=C2CN(C(C2=CC(=C1)F)=O)C1C(NC(CC1)=O)=O)=O)Cl